N(=[N+]=[N-])C1NC2=CC=C(C=C2C1ON1C(CCCC1(C)C)(C)C)Cl 2-azido-3-(2,2,6,6-tetramethylpiperidinyloxy)-5-chloro-indoline